NC1=C(C=2C(=NC=C(C2S1)F)C=1C2=C(C=3C=NC(=NC3C1F)N1[C@H]([C@H](CC1)N1CCN(CC1)CCF)C)COC2)C#N 2-Amino-7-fluoro-4-(5-fluoro-3-((2S,3S)-3-(4-(2-fluoroethyl)piperazin-1-yl)-2-methylpyrrolidin-1-yl)-7,9-dihydrofuro[3,4-f]quinazolin-6-yl)thieno[3,2-c]pyridine-3-carbonitrile